10-pentadecene-3,5-dione CCC(CC(CCCCC=CCCCC)=O)=O